[4-[6-bromo-4-(difluoromethoxy)-2-methylindazol-3-yl]-2-(difluoromethoxy)-6-methoxyphenyl]-[3-hydroxy-3-(trifluoromethyl)azetidin-1-yl]methanone BrC=1C=C(C2=C(N(N=C2C1)C)C1=CC(=C(C(=C1)OC)C(=O)N1CC(C1)(C(F)(F)F)O)OC(F)F)OC(F)F